FC=1C=C(C=C(C1O)F)[C@H](CN1C[C@@H]2[C@](C1)(C[C@H](C2)OC2=C(C=CC=C2)F)O)O (3aS,5S,6aR)-2-((R)-2-(3,5-difluoro-4-hydroxyphenyl)-2-hydroxyethyl)-5-(2-fluorophenoxy)hexahydrocyclopenta[c]pyrrol-3a(1H)-ol